C(C=C)(=O)N1[C@H](CN(CC1)C1=NC(=NC=2C[C@@]3(CCC12)C=C(C1=C(C=CC=C13)Cl)C)OC[C@H]1N(CCC1)C)CC#N 2-((S)-1-propenoyl-4-((S)-4-chloro-3-methyl-2'-(((S)-1-methylpyrrolidin-2-yl)methoxy)-5',8'-dihydro-6'H-spiro[inden-1,7'-quinazolin]-4'-yl)piperazin-2-yl)acetonitrile